6-(3-hydroxyazetidin-1-yl)-[1,2,4]triazolo[1,5-a]pyridine OC1CN(C1)C=1C=CC=2N(C1)N=CN2